(2S,2'S)-3,3'-(((((5-((S)-2-carboxy-2-((R)-pyrrolidin-3-yl)ethyl)benzofuran-3-yl)methyl)azanediyl)bis(methylene))bis(3,1-phenylene))bis(2-((R)-pyrrolidin-3-yl)propionic acid) C(=O)(O)[C@@H](CC=1C=CC2=C(C(=CO2)CN(CC=2C=C(C=CC2)C[C@H](C(=O)O)[C@@H]2CNCC2)CC=2C=C(C=CC2)C[C@H](C(=O)O)[C@@H]2CNCC2)C1)[C@@H]1CNCC1